BrC=1C=C(C=CC1)C1(COC1)CO (3-(3-bromophenyl)oxetane-3-yl)methanol